NCCNC(=O)C1CCN(CC1)C1=NC=C(C=C1)[N+](=O)[O-] N-(2-aminoethyl)-1-(5-nitro-2-pyridinyl)piperidine-4-carboxamide